CN1N=C(C=C1C)NC1=NC=C(C(=N1)C1=CNC2=C(C=CC=C12)NC(CN1C[C@H](CC1)OC1=CN=CC(=N1)C(=O)N)=O)C (S)-6-((1-(2-((3-(2-((1,5-dimethyl-1H-pyrazol-3-yl)amino)-5-methylpyrimidin-4-yl)-1H-indol-7-yl)amino)-2-oxoethyl)pyrrolidin-3-yl)oxy)pyrazine-2-carboxamide